2-((2-((4-(4-(4-(2-(2,4-dioxotetrahydropyrimidin-1(2H)-yl)benzyl)piperazin-1-yl)piperidin-1-yl)-2-methoxyphenyl)amino)-5-(trifluoromethyl)pyridin-4-yl)amino)-N-methylbenzamide O=C1N(CCC(N1)=O)C1=C(CN2CCN(CC2)C2CCN(CC2)C2=CC(=C(C=C2)NC2=NC=C(C(=C2)NC2=C(C(=O)NC)C=CC=C2)C(F)(F)F)OC)C=CC=C1